[(4E,6Z,8S,9S,10E,12S,13R,14S,16R)-13-hydroxy-8,14,19-trimethoxy-4,10,12,16-tetramethyl-3,20,22-trioxo-2-azabicyclo[16.3.1]docosa-1(21),4,6,10,18-pentaen-9-yl] carbamate C(N)(O[C@@H]\1[C@H](\C=C/C=C(/C(NC2=CC(C(=C(C[C@H](C[C@@H]([C@@H]([C@H](/C=C1\C)C)O)OC)C)C2=O)OC)=O)=O)\C)OC)=O